CC1=CC=CC(=N1)C1=NNC=C1C=1C=CC2=C(C(=NS2)NC2=NC=C(C=C2)N2CCNCC2)C1 5-[3-(6-methyl-2-pyridyl)-1H-pyrazol-4-yl]-N-(5-piperazin-1-yl-2-pyridyl)-1,2-benzothiazol-3-amine